6-(1-cyano-1-methyl-ethyl)-3-ethylsulfanyl-imidazo[1,2-a]Pyridine-2-carboxylic acid C(#N)C(C)(C)C=1C=CC=2N(C1)C(=C(N2)C(=O)O)SCC